2-[(2R)-4-[4-chloro-2-(trifluoromethyl)benzoyl]-2-ethylpiperazin-1-yl]-5-(2-ethoxypyridin-3-yl)-N-[(3R)-piperidin-3-yl]benzamide ClC1=CC(=C(C(=O)N2C[C@H](N(CC2)C2=C(C(=O)N[C@H]3CNCCC3)C=C(C=C2)C=2C(=NC=CC2)OCC)CC)C=C1)C(F)(F)F